OC1CN(C1)C1=C(C(=NC(=N1)C)NC1=NNC2=CC(=CC=C12)[C@@H]1C[C@@]12C(NC1=CC=C(C=C21)OC)=O)OC (1R,2S)-2-(3-{[6-(3-hydroxyazetidin-1-yl)-5-methoxy-2-methylpyrimidin-4-yl]amino}-1H-indazol-6-yl)-5'-methoxy-1'H-spiro[cyclopropane-1,3'-indol]-2'-one